piperidoic acid N1(CCCCC1)C(=O)O